CN(CCOC(/C=C/C(=O)O)=O)C (E)-4-[2-(dimethylamino)ethoxy]-4-oxobut-2-enoic acid